CS(=O)(=O)NC=1C=C(C(=O)OCC(=O)NC=2SC(=CC2C(=O)OCC)C2=CC=CC=C2)C=CC1 Ethyl 2-(2-((3-(methylsulfonamido) benzoyl) oxy) acetamido)-5-phenylthiophene-3-carboxylate